1-(2-chloro-4-((7-hydroxy-6-methoxyquinazolin-4-yl)oxy)phenyl)-3-(3-fluoro-4-methylphenyl)urea ClC1=C(C=CC(=C1)OC1=NC=NC2=CC(=C(C=C12)OC)O)NC(=O)NC1=CC(=C(C=C1)C)F